C(C)(C)(C)OC(=O)N1S(OC[C@H]1C1CC1)=O (4R)-4-cyclopropyl-1,2,3-oxathiazolidine-3-carboxylic acid tert-butyl ester 2-oxide